1β-arabinofuranosylcytosine [C@@H]1([C@@H](O)[C@H](O)[C@H](O1)CO)N1C(=O)N=C(N)C=C1